2-(1-(butylsulfonyl)-3-(4-(2-(5-(hydroxymethyl)furan-2-yl)-6-(phenylsulfonyl)imidazo[4,5-d]pyrrolo[2,3-b]pyridin-1(6H)-yl)-1H-pyrazol-1-yl)azetidin-3-yl)acetonitrile C(CCC)S(=O)(=O)N1CC(C1)(N1N=CC(=C1)N1C(=NC=2C1=C1C(=NC2)N(C=C1)S(=O)(=O)C1=CC=CC=C1)C=1OC(=CC1)CO)CC#N